COC=1C=C(C=C(C1)OC)C[C@H](C)O (S)-1-(3,5-dimethoxyphenyl)propan-2-ol